8-(3-(2,4-Difluoro-3-hydroxy-5-(trifluoromethyl)phenyl)-1-methyl-1H-pyrazolo[3,4-d]pyrimidin-6-yl)-N-methyl-5,8-diazaspiro[3.5]nonane-5-carboxamide FC1=C(C=C(C(=C1O)F)C(F)(F)F)C1=NN(C2=NC(=NC=C21)N2CCN(C1(CCC1)C2)C(=O)NC)C